cetyl-dimethyl-propenyl-ammonium chloride [Cl-].C(CCCCCCCCCCCCCCC)[N+](C=CC)(C)C